[(1R,2S)-1-methyl-2-[[(1R,3S,5S)-1,2,2-trimethyl-3-bicyclo[3.1.0]hexanyl]methyl]cyclopropyl]methanol C[C@@]1([C@H](C1)C[C@H]1C([C@@]2(C[C@@H]2C1)C)(C)C)CO